C(C)OC([C@H](CCC1=NC2=C(N1C)C=CC(=C2)[N+](=O)[O-])NC([C@H](C(C)C)NC(=O)OC(C)(C)C)=O)=O.C(C=C)(=O)N2CC(CC(C2)C)C N-acryloyl-3,5-dimethyl-piperidine Ethyl-(2S)-2-[[(2S)-2-(tert-butoxycarbonylamino)-3-methyl-butanoyl]amino]-4-(1-methyl-5-nitro-benzimidazol-2-yl)butanoate